(E)-(4-([1,1'-biphenyl]-2-yl-diazenyl)-2-chlorophenyl)(5H-benzo[e]pyrrolo[1,2-a][1,4]diazepin-10(11H)-yl)methanone C1(=C(C=CC=C1)/N=N/C1=CC(=C(C=C1)C(=O)N1CC=2N(CC3=C1C=CC=C3)C=CC2)Cl)C2=CC=CC=C2